N'-hydroxy-4-methoxybenzimidamide ON=C(C1=CC=C(C=C1)OC)N